5-fluoro-2-nitro-aniline FC=1C=CC(=C(N)C1)[N+](=O)[O-]